ClC=1C=CC(=NC1C(F)(F)F)[C@H](NC(=O)[C@H]1NC(NC1)=O)C=1C=NC(=C(C1)Cl)C(F)(F)F |o1:11| (S)-N-((R or S)-(5-chloro-6-(trifluoromethyl)pyridin-2-yl)(5-chloro-6-(trifluoromethyl)pyridin-3-yl)methyl)-2-oxoimidazolidine-4-carboxamide